di(behenyl)dimethyl-ammonium chloride [Cl-].C(CCCCCCCCCCCCCCCCCCCCC)[N+](C)(C)CCCCCCCCCCCCCCCCCCCCCC